ClC1=C(C(=NN1CC1=C(C=C(C=C1)F)F)C(=O)OCC)CCNC(C(F)F)C ethyl 5-chloro-1-(2,4-difluorobenzyl)-4-(2-((1,1-difluoropropan-2-yl)amino)ethyl)-1H-pyrazole-3-carboxylate